Methyl 3-(1-(3,4-dichlorophenyl) pyrrolidin-3-yl)-2-fluoro-6-nitrobenzoate ClC=1C=C(C=CC1Cl)N1CC(CC1)C=1C(=C(C(=O)OC)C(=CC1)[N+](=O)[O-])F